CS(=O)(=O)CC (Methanesulfonyl)ethane